BrCC=1N=NN(C1)C1=C(C=C(C=C1)Cl)C1=CC(=NC=N1)O 6-{2-[4-(bromomethyl)-1H-1,2,3-triazol-1-yl]-5-chlorophenyl}pyrimidin-4-ol